4-[(2S,4R)-4-ethoxy-1-[(5-methoxy-7-methyl-1H-indol-4-yl)methyl]piperidin-2-yl]-3-(methylamino)benzoic acid C(C)O[C@H]1C[C@H](N(CC1)CC1=C2C=CNC2=C(C=C1OC)C)C1=C(C=C(C(=O)O)C=C1)NC